Cl.Cl.CN1N=CC(=C1)C1=CC2=C(O[C@@H](CN2)[C@H](NCCC2=CC=CC=C2)C2=CC=CC=C2)N=C1 N-((R)-((S)-7-(1-methyl-1H-pyrazol-4-yl)-2,3-dihydro-1H-pyrido[2,3-b][1,4]oxazin-3-yl)(phenyl)methyl)-2-phenylethanamine dihydrochloride